OC1=C(C=CC(=C1)O)/C=C/C(=O)NCCNC(\C=C\C1=NC=CC=C1)=O (E)-3-(2,4-dihydroxyphenyl)-N-[2-[(E)-3-(pyridin-2-yl)acrylamido]ethyl]acrylamide